4-((3-methoxybenzyl)amino)-6-nitro-2H-benzopyran-2-one COC=1C=C(CNC2=CC(OC3=C2C=C(C=C3)[N+](=O)[O-])=O)C=CC1